C(C)(=O)O[C@@H]([C@@H]1O[C@H]([C@H](N(C1=O)[C@@H](C(=O)OCC)CCC)C1=CC=C(C=C1)Cl)C1=CC=C(C=C1)Cl)C1=CC=NC=C1 (R)-ethyl 2-((2S,5R,6S)-2-((R)-acetoxy(pyridin-4-yl)methyl)-5,6-bis(4-chlorophenyl)-3-oxomorpholino)pentanoate